(S)-2-ethyl-1-((R)-5-(pyridin-2-yl)-2,3-dihydro-1H-indene-2-carbonyl)indoline-6-sulfonamide C(C)[C@@H]1N(C2=CC(=CC=C2C1)S(=O)(=O)N)C(=O)[C@@H]1CC2=CC=C(C=C2C1)C1=NC=CC=C1